F[C@@H]1CN(CC[C@@H]1NC1=NN2C(C(=N1)OC)=C(C=C2)C=2C=C1C=CC=NC1=CC2)[C@@H](CO)C (R)-2-((3R,4S)-3-fluoro-4-((4-methoxy-5-(quinolin-6-yl)pyrrolo[2,1-f][1,2,4]triazin-2-yl)amino)piperidin-1-yl)propan-1-ol